ClC1=CC=C(C=C1)C(C(=O)OCC)CC=C(C)C ethyl 2-(4-chlorophenyl)-5-methyl-hex-4-enoate